N1(C=NC=C1)CN1C(CCC(C1)CCC)=O 1-(1H-imidazol-1-ylmethyl)-5-propylpiperidin-2-one